1-(3-(2-amino-5,7-difluorobenzo[d]thiazol-4-yl)-2-chloro-4-fluoro-10,11-dihydropyrazino[1',2':1,2]imidazo[4,5-c]quinolin-9(8H)-yl)prop-2-en-1-one NC=1SC2=C(N1)C(=C(C=C2F)F)C2=C(C=C1C3=C(C=NC1=C2F)N=C2N3CCN(C2)C(C=C)=O)Cl